FC1=C(C=CC=C1)[C@]1([C@@H]2CCN(C[C@H]12)C1=CN=C2C(=N1)NN=C2C=2C=NN(C2)C2=CC=CC=C2)CN ((1S,6R,7R)-7-(2-fluorophenyl)-3-(3-(1-phenyl-1H-pyrazol-4-yl)-1H-pyrazolo[3,4-b]pyrazin-6-yl)-3-azabicyclo[4.1.0]heptan-7-yl)methanamine